pyrazole phosphate P(=O)(O)(O)O.N1N=CC=C1